(2-(N-methylmethanesulfonamido)phenyl)nicotinamide CN(S(=O)(=O)C)C1=C(C=CC=C1)C1=C(C(=O)N)C=CC=N1